N-(3-methoxybenzyl)-N-(3-morpholinobenzyl)-3-(morpholinomethyl)aniline COC=1C=C(CN(C2=CC(=CC=C2)CN2CCOCC2)CC2=CC(=CC=C2)N2CCOCC2)C=CC1